NC1=C2C(=NC=N1)N(N=C2C=2NC1=CC(=CC=C1C2Cl)C(=O)NCCC)C2COCC2 2-[4-Amino-1-(oxolan-3-yl)-1H-pyrazolo[3,4-d]pyrimidin-3-yl]-3-chloro-N-propyl-1H-indole-6-carboxamide